C(CCCCCCCCCCCCCCCCC)NS(=O)(=O)O octadecyl-amidosulfonic acid